C(C1=CC=CC=C1)N1CCC(CC1)C1=CN(C2=CN=CC=C21)C2=C(C(=O)N(C(C)C)CCO)C=C(C=C2)F 2-(3-(1-benzylpiperidin-4-yl)-1H-pyrrolo[2,3-c]pyridin-1-yl)-5-fluoro-N-(2-hydroxyethyl)-N-isopropylbenzamide